6-(1-(1-isopropylazepan-4-yl)piperidin-4-yl)-1,4-dimethyl-2-(4-(methylsulfonyl)phenyl)-1H-benzo[d]imidazole C(C)(C)N1CCC(CCC1)N1CCC(CC1)C=1C=C(C2=C(N(C(=N2)C2=CC=C(C=C2)S(=O)(=O)C)C)C1)C